5,10,15,20-tetrakis(3-cyanophenyl)porphyrin C(#N)C=1C=C(C=CC1)C=1C2=CC=C(N2)C(=C2C=CC(C(=C3C=CC(=C(C=4C=CC1N4)C4=CC(=CC=C4)C#N)N3)C3=CC(=CC=C3)C#N)=N2)C2=CC(=CC=C2)C#N